methyl (S)-3-(8-chloro-6-(2-chlorophenyl)-1-((ethyl(methyl)carbamoyl)thio)-4H-benzo[f][1,2,4]triazolo[4,3-a][1,4]diazepin-4-yl)propionate ClC=1C=CC2=C(C(=N[C@H](C=3N2C(=NN3)SC(N(C)CC)=O)CCC(=O)OC)C3=C(C=CC=C3)Cl)C1